4-[5-(aminomethyl)pyrimidin-2-yl]-3-[2-methyl-5-(2-methylpyrazol-3-yl)pyrazol-3-yl]oxybenzonitrile NCC=1C=NC(=NC1)C1=C(C=C(C#N)C=C1)OC=1N(N=C(C1)C=1N(N=CC1)C)C